NC1=NC(=C2N=CN(C2=N1)NC=1NC(C=2NC=NC2N1)=O)O 2-amino-6-hydroxypurin-9-yl-(guanine)